2-(2-(N-ethylacetamido)-3-fluoropyridin-4-yl)-2-oxoethyl (3R)-7-(6-amino-3-chloro-2-fluorophenyl)-5-oxo-1,2,3,5,8,8a-hexahydroindolizine-3-carboxylate NC1=CC=C(C(=C1C1=CC(N2[C@H](CCC2C1)C(=O)OCC(=O)C1=C(C(=NC=C1)N(C(C)=O)CC)F)=O)F)Cl